CC1=NC(=CC(=C1)C=1NC2=CC=C(C=C2C1C(C)C)C1CCN(CC1)C(CN1C(COCC1)=O)=O)C 4-(2-(4-(2-(2,6-dimethylpyridin-4-yl)-3-isopropyl-1H-indol-5-yl)piperidin-1-yl)-2-oxoethyl)morpholin-3-one